2-(9H-carbazol-9-yl-d8)benzene-3,4,5-d3-thiol C1(=C(C(=C(C=2C3=C(C(=C(C(=C3N(C12)C1=C(C=C(C(=C1[2H])[2H])[2H])S)[2H])[2H])[2H])[2H])[2H])[2H])[2H])[2H]